CN1N=CC=2C1=NC(=CC2N2C[C@@H]([C@H](CC2)C2=CC=C(C=N2)N2CCOC[C@H](C2)N)C)C (6S)-4-[6-[(3R,4S)-1-(1,6-dimethylpyrazolo[3,4-b]pyridin-4-yl)-3-methyl-4-piperidyl]-3-pyridyl]-1,4-oxazepan-6-amine